(S)-2-((1-amino-5,6-dichloro-9-(1H-pyrazol-4-yl)-2,3-dihydro-1H-pyrrolo[1,2-a]indol-8-yl)oxy)acetonitrile N[C@H]1CCN2C1=C(C=1C(=CC(=C(C21)Cl)Cl)OCC#N)C=2C=NNC2